(4-([1,1'-biphenyl]-3-yl-(phenyl)amino)-2-hydroxyphenyl)boronic acid C1(=CC(=CC=C1)N(C1=CC(=C(C=C1)B(O)O)O)C1=CC=CC=C1)C1=CC=CC=C1